4-[2-hydroxy-3-[(1-methylethyl)amino]propoxy]-2,3,6-trimethyl-phenol 1-acetate C(C)(=O)OC1=C(C(=C(C=C1C)OCC(CNC(C)C)O)C)C